BrC1=C(C=C(C=C1Cl)NC1=NC=C(C(=N1)NC1CCCC1)Cl)CO[Si](C)(C)C(C)(C)C N2-[4-bromo-3-[[tert-butyl-(dimethyl)silyl]oxymethyl]-5-chloro-phenyl]-5-chloro-N4-cyclopentyl-pyrimidine-2,4-diamine